C(C1=CC=CC=C1)OC=1C(=C(C(=CC1)C)NC1=NN(C(=C1Br)C(F)(F)F)CC(F)F)C (3-(benzyloxy)-2,6-dimethylphenyl)-4-bromo-1-(2,2-difluoroethyl)-5-(trifluoromethyl)-1H-pyrazol-3-amine